2-(4-hydroxycyclohexyl)-N-[(4-methoxyphenyl)methyl]acetamide ethyl-3-(7-fluoro-1,2,3,4-tetrahydroisoquinolin-6-yl)propanoate hydrochloride Cl.C(C)OC(CCC=1C=C2CCNCC2=CC1F)=O.OC1CCC(CC1)CC(=O)NCC1=CC=C(C=C1)OC